C(\C=C\C(=O)O)(=O)O.N1(CCC1)CCC1=NNC2=C(C=CC(=C12)OC)F 3-(2-(azetidin-1-yl)ethyl)-7-fluoro-4-methoxy-1H-indazole Fumarate salt